C(C1=CC=CC=C1)OC1=CC=CC(=N1)C=O 6-(benzyloxy)pyridinecarboxaldehyde